methyl 3-([6-[6-oxo-5-(trifluoromethyl)-1-[[2-(trimethylsilyl)ethoxy]methyl]-1,6-dihydropyridazin-4-yl]-5H,6H,7H-pyrrolo[3,4-b]pyridin-7-yl]methoxy)propanoate O=C1C(=C(C=NN1COCC[Si](C)(C)C)N1C(C2=NC=CC=C2C1)COCCC(=O)OC)C(F)(F)F